N1=C(N)N=C(N)N=C1N.P(O)(O)(O)=O orthophosphoric acid melamine salt